tert-Butyl 3-(7-bromo-5-(methylthio)benzo[d]oxazol-2-yl)-3,8-diazabicyclo[3.2.1]octane-8-carboxylate BrC1=CC(=CC=2N=C(OC21)N2CC1CCC(C2)N1C(=O)OC(C)(C)C)SC